N1C=C(C2=CC=CC=C12)CC(CC=C(C)C)C=1C2=C(SC1C(=O)N)C=C(C=C2)N2CCN(CC2)C (1-(1H-indol-3-yl)-5-methyl-hex-4-en-2-yl)-6-(4-methylpiperazin-1-yl)benzo[b]thiophene-2-carboxamide